C(C1=CC=CC=C1)OC(CC=1C=C(C(=O)O)C=CC1)=O 3-(2-(Benzyloxy)-2-oxoethyl)benzoic acid